(S)-N-(3-(5-(Furan-2-yl)-7H-pyrrolo[2,3-d]pyrimidin-4-yl)cyclohex-3-en-1-yl)acrylamid O1C(=CC=C1)C1=CNC=2N=CN=C(C21)C=2C[C@H](CCC2)NC(C=C)=O